CC1(C=C2C(=C3C(S2)=CCC3)C1)C 6,6-Dimethyl-1,2,6,7-tetrahydrodicyclopenta[b,d]thiophen